(3aS,4S,6R,6aR)-6-(6-amino-9H-purin-9-yl)-N-(but-3-yn-1-yl)-2,2-dimethyltetrahydrofuro[3,4-d][1,3]dioxole-4-carboxamide NC1=C2N=CN(C2=NC=N1)[C@@H]1O[C@@H]([C@@H]2[C@H]1OC(O2)(C)C)C(=O)NCCC#C